3-benzyl-2-imino-2,3-dihydrooxazole-4-carboxylic acid ethyl ester C(C)OC(=O)C=1N(C(OC1)=N)CC1=CC=CC=C1